COC1=NC=CC(=C1)CC(=O)NC1=NNC(=C1)C1CCCO1 cis-5-(3-(2-(2-methoxypyridin-4-yl)acetamido)-1H-pyrazol-5-yl)tetrahydrofuran